[rac-2-(7-bromoindol-1-yl)-1-methyl-propyl] (2S)-2-[(3-hydroxy-4-methoxy-pyridine-2-carbonyl)-amino]propanoate OC=1C(=NC=CC1OC)C(=O)N[C@H](C(=O)OC(C(C)N1C=CC2=CC=CC(=C12)Br)C)C